3,3,5,5-tetramethyl-benzidineethanol CC1(C(C(=CC(C1N)(C)C)C1=CC=C(N)C=C1)CCO)C